SC1=C(C(=O)O)C=CC=N1 2-sulfhydryl-nicotinic acid